C(\C=C\C(=O)O)(=O)O.NC[C@H]1CN(CCC1)C1=C(C=CC(=C1C(F)(F)F)OC1=CC=CC=C1)NC(=O)C=1N=C(SC1)C1=CN=NC=C1 N-{2-[(3S)-3-(aminomethyl)piperidin-1-yl]-4-phenoxy-3-(trifluoromethyl)phenyl}-2-(pyridazin-4-yl)-1,3-thiazole-4-carboxamide mono[(2E)-but-2-enedioate]